CC1COCCN1[C@@]1(C=C2C=3C(N(NC3CCNC2)C2=NNC=C2)=N1)C(C)=O (R)-1-(4-(3-methylmorpholino)-2-(1H-pyrazol-3-yl)-2,6,8,9-tetrahydro-7H-1,2,3,7-tetraazabenzo[cd]azulen-4-yl)ethan-1-one